6-(methoxy)tetralinone tert-butyl-((4-bromo-5-cyano-1-methyl-1H-pyrazol-3-yl)methyl)(methyl)carbamate C(C)(C)(C)OC(N(C)CC1=NN(C(=C1Br)C#N)C)=O.COC=1C=C2CCCC(C2=CC1)=O